O=C1N(CC2=CC(=CC=C12)CN1CCN(CC1)C1=C(C=CC=C1)C)N1C(NC(CC1)=O)=O 1-(1-oxo-5-((4-(o-tolyl)piperazin-1-yl)methyl)isoindolin-2-yl)dihydropyrimidine-2,4(1H,3H)-dione